ClC1=CC(=C(C=C1)C1=NC(=CC=2N=C(N(C(C21)=O)CCC)C)N2C[C@H](OCC2)CC)F (R)-5-(4-chloro-2-fluorophenyl)-7-(2-ethylmorpholino)-2-methyl-3-propylpyrido[4,3-d]pyrimidin-4(3H)-one